2-(2,3-dihydro-1H-inden-2-yl)-N-((1R,2R)-1-hydroxy-1-(5-methoxypyridin-3-yl)-3-(pyrrolidin-1-yl)propan-2-yl)acetamide C1C(CC2=CC=CC=C12)CC(=O)N[C@@H]([C@@H](C=1C=NC=C(C1)OC)O)CN1CCCC1